tert-butyl diazomalonate [N+](=[N-])=C(C(=O)OC(C)(C)C)C(=O)[O-]